CC1(CN(CCC1C(=O)[O-])C(=O)OC)C methyl 3,3-dimethylpiperidine-1,4-dicarboxylate